2-(5-iodo-2-nitrophenyl)-2H-1,2,3-triazole IC=1C=CC(=C(C1)N1N=CC=N1)[N+](=O)[O-]